3-(4-fluorophenoxy)-1-(furan-2-yl)-N,N-dimethylpropylamine FC1=CC=C(OCCC(C=2OC=CC2)N(C)C)C=C1